C1(CC1)SC1=CC=C(C=C1)/C(=C/COC1=CC(=C(OCC(=O)OC)C=C1)C)/C1=CC=C(C=C1)C#CCN1CCOCC1 methyl (E)-[4-[3-(4-cyclopropylsulfanylphenyl)-3-[4-[3-(morpholin-4-yl)propynyl]phenyl]allyloxy]-2-methylphenoxy]acetate